C(C)N(CC(O)C1=CNC2=C1C(=NC=C2)OC)C 2-(Ethyl-(methyl)amino)-1-(4-methoxy-1H-pyrrolo[3,2-c]pyridin-3-yl)ethan-1-ol